C(C(C)C)OC1=CC=C(C=C1)C=1C=C2CC([C@H](C2=CC1)NC(O[C@@H]1CN2CCC1CC2)=O)(C)C (S)-quinuclidin-3-yl ((R)-5-(4-isobutoxyphenyl)-2,2-dimethyl-2,3-dihydro-1H-inden-1-yl)carbamate